C(C)(C)(C)S(=O)\N=C\C1=NN2C(CN(CCC2)C(=O)OC(C)(C)C)=C1 tert-butyl (E)-2-(((tert-butylsulfinyl)imino)methyl)-7,8-dihydro-4H-pyrazolo[1,5-a][1,4]diazepine-5(6H)-carboxylate